ClC=1C(=C2C(=NC1C)CN(C2)C(=O)[C@H]2CN(CC2)C2=NC(=CN=C2)C2CC2)C (3-chloro-2,4-dimethyl-5,7-dihydropyrrolo[3,4-b]pyridin-6-yl)-[(3R)-1-(6-cyclopropylpyrazin-2-yl)pyrrolidin-3-yl]methanone